ClC=1C(=NNC1C1=CC(=NC=C1)OC)C(=O)N1CCC(CC1)C(=O)NC1CCC(CC1)C 1-[4-chloro-5-(2-methoxypyridin-4-yl)-1H-pyrazole-3-carbonyl]-N-[(1s,4s)-4-methylcyclohexyl]piperidine-4-carboxamide